Isobutanal C(C(C)C)=O